C1(=CC(=CC(=C1)C)C)N(C(OSC)=O)C (methylthio) 3,5-xylyl-N-methylcarbamate